lithium meta-aminobenzenesulfonate NC=1C=C(C=CC1)S(=O)(=O)[O-].[Li+]